(2R,4S)-1-(benzo[d][1,3]dioxol-4-ylmethyl)-4-fluoro-N-(4-(1-methyl-1H-pyrazol-4-yl)phenyl)pyrrolidine-2-carboxamide O1COC2=C1C=CC=C2CN2[C@H](C[C@@H](C2)F)C(=O)NC2=CC=C(C=C2)C=2C=NN(C2)C